piperazin-1-yl(pyridin-2-yl)methanone N1(CCNCC1)C(=O)C1=NC=CC=C1